(1R,2S,3R,5R)-3-(4-amino-5,6-dihydro-7H-pyrrolo[2,3-d]pyrimidine-7-yl)-5-((E)-2-(2-aminoquinolin-7-yl)vinyl)cyclopentane-1,2-diol trifluoroacetate FC(C(=O)O)(F)F.NC=1C2=C(N=CN1)N(CC2)[C@H]2[C@@H]([C@@H]([C@H](C2)\C=C\C2=CC=C1C=CC(=NC1=C2)N)O)O